C(C)(C)(C)OC(N[C@H](CCC(NC1=C(C(=C(C=C1C)C)Br)C)=O)C(NCCOCCOCCOCCOCCOCCN=[N+]=[N-])=O)=O.OCCS(=O)(=O)N 2-hydroxyethyl-sulfonamide tert-butyl-N-[(1R)-1-[(17-azido-3,6,9,12,15-pentaoxaheptadecan-1-yl)carbamoyl]-3-[(3-bromo-2,4,6-trimethylphenyl)carbamoyl]propyl]carbamate